2-((benzo[d][1,3]dioxol-5-yl)amino)-5-fluoro-6-(2-((tetrahydro-2H-pyran-2-yl)oxy)ethyl)nicotinonitrile O1COC2=C1C=CC(=C2)NC2=C(C#N)C=C(C(=N2)CCOC2OCCCC2)F